8'-bromo-7'-iodo-2'-(4-methoxybenzyl)-4'H-spiro[cyclobutane-1,3'-pyrrolo[1,2-a]pyrazin]-1'(2'H)-one BrC=1C(=CN2C1C(N(C1(C2)CCC1)CC1=CC=C(C=C1)OC)=O)I